Cl.Cl.N(=NC(C)(C)C=1NC(CN1)C)C(C)(C)C=1NC(CN1)C 2,2'-azobis[2-(5-methyl-2-imidazoline-2-yl)propane] dihydrochloride